C(C)[C@H]1OC2=C([C@@H](N(C1)CC1=CC(=CC=3C=CSC31)[C@H](CC(=O)OCC)C3=C(C1=C(N(N=N1)C)C=C3)C)CC)N=CC=C2 |o1:6| ethyl (3S)-3-(7-{[(2R,5S*)-2,5-diethyl-2,3-dihydropyrido[2,3-f][1,4]oxazepin-4(5H)-yl]methyl}-1-benzothiophen-5-yl)-3-(1,4-dimethyl-1H-benzotriazol-5-yl)propanoate